6-(7-((2-(trimethylsilyl)ethoxy)methyl)-7H-pyrrolo[2,3-d]pyrimidin-4-yl)-1,6-Diazaspiro[3.5]nonane-1-carboxylate C[Si](CCOCN1C=CC2=C1N=CN=C2N2CC1(CCN1C(=O)[O-])CCC2)(C)C